3-(3-((8-((1-(((R)-2-(4-(5-Chloropyrimidin-2-yl)piperidin-1-yl)-5-oxido-6,7-dihydrothieno[3,2-d]pyrimidin-4-yl)amino)cyclobutyl)methoxy)octyl)oxy)phenyl)piperidine-2,6-dione ClC=1C=NC(=NC1)C1CCN(CC1)C=1N=C(C2=C(N1)CC[S@]2=O)NC2(CCC2)COCCCCCCCCOC=2C=C(C=CC2)C2C(NC(CC2)=O)=O